COC1CC(C1)N1N=C(C=C1)[N+](=O)[O-] 1-(3-methoxycyclobutyl)-3-nitro-1H-pyrazole